5-(4-((1,3-dimethyl-1H-pyrazol-5-yl)methoxy)phenyl)-2-oxo-6-(trifluoromethyl)-1,2-dihydropyridine-3-carboxamide CN1N=C(C=C1COC1=CC=C(C=C1)C=1C=C(C(NC1C(F)(F)F)=O)C(=O)N)C